(1H-benzoimidazol-2-yl)-methylamine hydrochloride Cl.N1C(=NC2=C1C=CC=C2)NC